[Si](C)(C)(C(C)(C)C)N=S(=O)(N)C1=NN(C=C1Cl)CC N'-(tert-butyldimethylsilyl)-4-chloro-1-ethyl-1H-pyrazole-3-sulfonimidamide